(bis(4-methoxybenzyl)amino)-1'-(m-tolyl)-1',2',3',6'-tetrahydro-[2,4'-bipyridyl]-3-carboxaldehyde COC1=CC=C(CN(CC2=CC=C(C=C2)OC)C2=C(C(=NC=C2)C=2CCN(CC2)C=2C=C(C=CC2)C)C=O)C=C1